3-(pyridin-2-yl)aniline N1=C(C=CC=C1)C=1C=C(N)C=CC1